1-(dimethylamino)-3-((3-((2-(4-methoxyphenyl)quinolin-4-yl)amino)propyl)(methyl)amino)propan-2-ol CN(CC(CN(C)CCCNC1=CC(=NC2=CC=CC=C12)C1=CC=C(C=C1)OC)O)C